BrC=1C=C2CCC3(SCCCS3)C2=CC1C#N 5-Bromo-2,3-dihydrospiro[indene-1,2'-[1,3]dithiane]-6-carbonitrile